CC1=CC(=C(C=C1)OCCC(F)(F)F)[N+](=O)[O-] 4-methyl-2-nitro-1-(3,3,3-trifluoropropoxy)benzene